(4-(3-cyclopropyl-5-(trifluoromethyl)pyridin-2-yl)piperazin-1-yl)methanone C1(CC1)C=1C(=NC=C(C1)C(F)(F)F)N1CCN(CC1)C=O